CC1=NC(=C(C#N)C=C1C(=C)C)NC1=CC(=CC(=C1)C)C 6-Methyl-2-[(3,5-dimethylphenyl)amino]-5-(prop-1-en-2-yl)nicotinonitrile